O(C1=CC=CC=C1)C=1C(NC=NC1)=O 5-PHENOXY-3H-PYRIMIDIN-4-ONE